1-(3-chloro-2-fluorophenyl)-2,3,5,6,7,8-hexahydro-10,12-ethenopyrido[4,3-e][1,4,7,10]oxatriazacyclotridecin-9(1H)-one ClC=1C(=C(C=CC1)N1CCOCCCNC(C2=NC3=C1C=CN=C3C=C2)=O)F